2-(6-chloropicolinoyl)hydrazine-1-carbothioamide ClC1=CC=CC(=N1)C(=O)NNC(N)=S